(5S)-N-[4-chloro-2-[[(1S)-3-(cyclopropylamino)-1-[[(3S,5R)-5-methyl-2-oxo-pyrrolidin-3-yl]methyl]-2,3-dioxo-propyl]carbamoyl]phenyl]-2-oxo-oxazolidine-5-carboxamide ClC1=CC(=C(C=C1)NC(=O)[C@@H]1CNC(O1)=O)C(N[C@H](C(C(=O)NC1CC1)=O)C[C@H]1C(N[C@@H](C1)C)=O)=O